C(CC)OC([C@@H](N)C)=O L-alanine propyl ester